ClCC=1C=CC2=CC=CC=C2C1 3-chloromethylnaphthalene